(1-{(S)-2-[(S)-3-Isobutyl-2-oxo-1-piperazinyl]-4-methylvaleryl}-4-ethyl-4-piperidyl)acetamide C(C(C)C)[C@H]1C(N(CCN1)[C@H](C(=O)N1CCC(CC1)(CC)CC(=O)N)CC(C)C)=O